ClC(C(F)Cl)Cl 1,1,2-trichloro-2-fluoroethane